FC=1C=2N(C=CC1)N=C(C2)[C@H]2N(CCC1=C2N=CN1)C=1N=CC(=NC1)C(=O)NC1=C(C=CC=C1)OC (S)-5-(4-(4-fluoropyrazolo[1,5-a]pyridin-2-yl)-1,4,6,7-tetrahydro-5H-imidazo[4,5-c]pyridin-5-yl)-N-(2-methoxyphenyl)pyrazine-2-carboxamide